2-(Methoxymethyl)-6-morpholinopyrido[3,4-d]pyrimidin-4-ol COCC=1N=C(C2=C(N1)C=NC(=C2)N2CCOCC2)O